1,2,3,4-butanetetracarboxylic acid tetrakis(3-isobutylcyclohexylamide) C(C(C)C)C1CC(CCC1)NC(=O)CC(C(CC(=O)NC1CC(CCC1)CC(C)C)C(=O)NC1CC(CCC1)CC(C)C)C(=O)NC1CC(CCC1)CC(C)C